ClC1=CC=C(C=C1)N1N=C(C=C1)OCC1=C(C=CC=C1)N(C(OC)=O)OC methyl N-[2-[[1-(4-chlorophenyl) pyrazol-3-yl] oxymethyl] phenyl]-N-methoxycarbamate